(1-isopropylimidazo[1,5-a]pyridin-6-yl)boronic acid C(C)(C)C=1N=CN2C1C=CC(=C2)B(O)O